C(=C/C)/P(O)(O)=O cis-propenyl-phosphonic acid